CN1C=NC2=C1C=C(C=C2)C(=O)[O-] 1-methyl-1H-benzo[d]imidazole-6-carboxylate